OCC1=C(CN2C(=CC=C2)C(=O)OC)C=CC=C1 methyl 1-(2-(hydroxymethyl)benzyl)-1H-pyrrole-2-carboxylate